FC1=C(C=C(C(=C1)F)F)CCC(C)=O 4-(2,4,5-trifluorophenyl)butanone